methyl 4-({[(1S)-1-cyclobutylethyl]amino}methyl)-7,7-difluoro-5H,6H-cyclopenta[b]pyridine-2-carboxylate C1(CCC1)[C@H](C)NCC1=C2C(=NC(=C1)C(=O)OC)C(CC2)(F)F